2-{[(αr)-6-[2,5-dioxo-4-(2-hydroxyethyl)imidazolidin-1-yl]spiro[3.3]heptan-2-yl]oxy}pyridine-3-carboxamide O=C1N(C(C(N1)CCO)=O)C1CC2(CC(C2)OC2=NC=CC=C2C(=O)N)C1